ClC=1C=NN(C1)C(C(=O)O)C (4-chloro-1H-pyrazol-1-yl)propionic acid